O[C@@]1(C(N(CC1)C)=O)C1=CC(=NO1)C1=NC(=CC=C1)C1=NC(=NC=C1)N[C@H](C)C1=NC(=NO1)C (R)-3-Hydroxy-1-methyl-3-(3-(6-(2-(((R)-1-(3-methyl-1,2,4-oxadiazol-5-yl)ethyl)amino)pyrimidin-4-yl)pyridin-2-yl)isoxazol-5-yl)pyrrolidin-2-one